NC1=CC(=C(C=C1)CO)COCC#C (4-amino-2-((prop-2-yn-1-yloxy)methyl)phenyl)methanol